methyl 2-(4-isopropoxyphenyl)-4,6-dimethylpyrimidine-5-carboxylate C(C)(C)OC1=CC=C(C=C1)C1=NC(=C(C(=N1)C)C(=O)OC)C